N1=C(C=CC2=CC=C3C=CC=NC3=C12)C=1N(CCC1)C1=CC=CC=2C3=CC=CC=C3C=CC12 phenanthrolinyl-(phenanthrenyl)Pyrroline